4-methoxybut-1-yne COCCC#C